ClC=1C=CC2=C(N=C(S2)C2CC3(CC(C3)NC(=O)C3=CC(=NC=C3)C#N)C2)C1 N-[6-(5-chloro-1,3-benzothiazol-2-yl)spiro[3.3]heptan-2-yl]-2-cyano-pyridine-4-carboxamide